C(C=C)C1=C(CCCC1(C)C)C(=O)O 2-allyl-3,3-dimethyl-1-cyclohexenecarboxylic acid